OC(CCNC(=O)C=1C=C(C=NC1OC)C1=CC=C2C(=NNC2=C1)C(=O)NC)C1=CC=C(C=C1)OC 6-(5-{[3-hydroxy-3-(4-methoxy-phenyl)propyl]carbamoyl}-6-methoxypyridin-3-yl)-N-methyl-1H-indazole-3-carboxamide